1-(4-{3-[(1r,3R,5S,7r)-3,5-dimethyladamantan-1-yl]ureido}benzoyl)-N-methylpiperidine-3-carboxamide C[C@]12CC3(CC(C[C@@](C1)(C3)C)C2)NC(NC2=CC=C(C(=O)N3CC(CCC3)C(=O)NC)C=C2)=O